C(C1=CC=CC=C1)C1N(C(OC1)=O)C(C(CC1=CC(=CC=C1)[N+](=O)[O-])OC(=O)N1CCCC1)=O (2-[4-benzyl-2-oxo-oxazolidin-3-yl]-1-[(3-nitrophenyl)methyl]-2-oxo-ethyl)pyrrolidine-1-carboxylate